ClC=1C=NN(C1)C#C[Si](C(C)C)(C(C)C)C(C)C 2-(4-chloropyrazol-1-yl)ethynyl(triisopropyl)silane